5-bromo-1-chloro-7-fluoroisoquinoline BrC1=C2C=CN=C(C2=CC(=C1)F)Cl